di-lithium sulfide [S-2].[Li+].[Li+]